(R)-1-((4-amino-3-fluorophenyl) amino)-1-oxobutan-2-yl p-nitrobenzenesulfonate [N+](=O)([O-])C1=CC=C(C=C1)S(=O)(=O)O[C@@H](C(=O)NC1=CC(=C(C=C1)N)F)CC